C(#N)C=1C=C(C=CC1)C1=NN2C(N=C(C=C2)C(=O)NCC(C)(C)O)=C1C1=CC(=NC(=C1)C(F)(F)F)C 2-(3-cyanophenyl)-N-(2-hydroxy-2-methyl-propyl)-3-[2-methyl-6-(trifluoromethyl)-4-pyridinyl]pyrazolo[1,5-a]pyrimidine-5-carboxamide